[Rh]Cl.C1=CCCC=CCC1 (1,5-Cyclooctadiene) rhodium (I) chloride